Palladium-Aluminium oxid [O-2].[Al+3].[Pd+2]